ClC1=CC(=C(COC2=NN(C=C2)C2=CC(=C(C=C2C)CC(=O)O)F)C=C1)F 2-(4-(3-((4-chloro-2-fluorobenzyl)oxy)-1H-pyrazol-1-yl)-2-fluoro-5-methylphenyl)acetic acid